ClC1=C2NC(=NC2=NC(=N1)N(C(=O)OC(C)(C)C)C(=O)OC(C)(C)C)C(=O)OC(C)(C)C 6-chloro-2-diBOCaminoBOCpurine